C1(=CC=CC=C1)N1N=CC2=C1N=C(NC2=O)N2CCCCC2 1-phenyl-6-piperidin-1-yl-5H-pyrazolo[3,4-d]pyrimidin-4-one